C1=CC(=C(C=C1/C=C/2\\C=C(OC2=O)C3=CC(=C(C=C3)O)O)O)O The molecule is a butenolide that is furan-2(3H)-one substituted by a 3,4-dihydroxybenzylidene group at position 3 and a 3,4-dihydroxyphenyl group at position 5 (the 3E stereoisomer). It is isolated from the fermentation broth of the fungal strain Rhizoctonia solani F23372 and has been found to possess significant tyrosine kinase inhibitory potential. It also inhibits the growth of A431 human epidermoid carcinoma and MKN-7 human stomach cancer cell lines. It has a role as a metabolite, a tyrosine kinase inhibitor and an antimicrobial agent. It is a polyphenol and a butenolide.